OCCCCN(C(=O)OCC1=C(N=NN1C)C1=CC=C(C(=N1)C)O[C@@H]1C[C@H](CCC1)C(=O)OC)C Methyl (1S,3S)-3-((6-(5-((((4-hydroxybutyl)(methyl) carbamoyl)oxy)methyl)-1-methyl-1H-1,2,3-triazol-4-yl)-2-methylpyridin-3-yl)oxy)cyclohexane-1-carboxylate